N1-(4b-hydroxy-7-isopropyl-10-oxo-4b,10-dihydro-9bH-indeno[1,2-b]benzofuran-9b-yl)-N4-isopropyl-succinamide OC12OC3=C(C1(C(C1=CC=CC=C12)=O)NC(CCC(=O)NC(C)C)=O)C=CC(=C3)C(C)C